ClC1=C(C=CC(=C1)Cl)[C@@H](C)NC1=NC(=NC=C1F)N1C[C@H]([C@H](CC1)NC(=O)[C@@H]1N(CCC1)C(=O)OC(C)(C)C)O tert-butyl (R)-2-(((3R,4S)-1-(4-(((R)-1-(2,4-dichlorophenyl)ethyl)amino)-5-fluoropyrimidin-2-yl)-3-hydroxypiperidin-4-yl)carbamoyl)pyrrolidine-1-carboxylate